C1=NC=CC2=C(C=CC=C12)NC(=O)[C@@H]1CNC[C@@H]1C1=CC=CC=C1 (3S,4S)-N-(isoquinolin-5-yl)-4-phenylpyrrolidine-3-carboxamide